6-{5-fluoro-3-[1-(2-fluoroethyl)piperidin-4-yl]cinnolin-7-yl}-2-methylimidazo[1,2-b]pyridazine-8-carbonitrile FC1=C2C=C(N=NC2=CC(=C1)C=1C=C(C=2N(N1)C=C(N2)C)C#N)C2CCN(CC2)CCF